5-(2-methoxy-phenoxy)-pyrimidin-4-yl-amide COC1=C(OC=2C(=NC=NC2)[NH-])C=CC=C1